1-(1-(3-chlorophenyl)-2-(dimethylamino)ethyl)-4-(4-fluoro-5-morpholino-1-tosyl-1H-pyrrolo[2,3-b]pyridin-3-yl)pyridin-2(1H)-one ClC=1C=C(C=CC1)C(CN(C)C)N1C(C=C(C=C1)C1=CN(C2=NC=C(C(=C21)F)N2CCOCC2)S(=O)(=O)C2=CC=C(C)C=C2)=O